C(=C)C=1C(NC=CC1)=O vinyl-pyridone